NC1=C2N=C(N(C2=NC(=N1)OCCCO)CC=1C=C(CP(OC)(O)=O)C=CC1)OC methyl hydrogen (3-((6-amino-2-(3-hydroxypropoxy)-8-methoxy-9H-purin-9-yl)methyl)benzyl)phosphonate